C(C)(C)(C)OC(=O)N1[C@H](C[C@H](CC1)OC1=CC(=NC=C1)CO)C (2S,4S)-4-((2-(hydroxymethyl)pyridin-4-yl)oxy)-2-methylpiperidine-1-carboxylic acid tert-butyl ester